O1C[C@@H](OC2=NC=CC=C21)C2=CC=C(CN1CCC(CC1)CNC(C)=O)C=C2 N-{1-[(S)-4-(2,3-dihydro-[1,4]dioxino[2,3-b]pyridin-3-yl)-benzyl]-piperidin-4-ylmethyl}-acetamide